1-[(3,4-dibromo-2-thienyl)sulfonyl]-3-methyl-guanidine BrC1=C(SC=C1Br)S(=O)(=O)NC(=N)NC